2-((2S,4S)-1-acryloyl-4-(8-chloro-7-(2,3-dichlorophenyl)-4-(3-(dimethylamino)azetidin-1-yl)-6-fluoro-1H-pyrazolo[4,3-c]quinolin-1-yl)piperidin-2-yl)acetonitrile C(C=C)(=O)N1[C@@H](C[C@H](CC1)N1N=CC=2C(=NC=3C(=C(C(=CC3C21)Cl)C2=C(C(=CC=C2)Cl)Cl)F)N2CC(C2)N(C)C)CC#N